6-methyl-N-(3-(4-(1-methyl-1H-benzo[d]imidazol-5-yl)phenyl)propyl)nicotinamide CC1=NC=C(C(=O)NCCCC2=CC=C(C=C2)C2=CC3=C(N(C=N3)C)C=C2)C=C1